perfluoro-1-octanyl alcohol FC(C(C(C(C(C(C(C(F)(F)F)(F)F)(F)F)(F)F)(F)F)(F)F)(F)F)(F)O